CC1(C(C(CCC1)C)CCC(CCC)O)C 1-[2,2,6-trimethylcyclohexyl]3-hexanol